2-(4-Ethoxyphenethyl)-4-hydroxy-6-((tetrahydro-2H-pyran-2-yl)methoxy)nicotinonitrile C(C)OC1=CC=C(CCC2=C(C#N)C(=CC(=N2)OCC2OCCCC2)O)C=C1